NO (1S,2R) and (1R,2R)-aminoalcohol